CN(C(C(CC)(C)C)=O)CC1=CC2=CC=CC=C2C=C1 N,2,2-trimethyl-N-(naphthalen-2-ylmethyl)butanamide